CC=1N=C2N(N=C(C=C2C)C2=CC3=C(NC(=N3)C3CCN(CC3)C(=O)OC(C)(C)C)C(=C2)F)C1 tert-butyl 4-(5-(2,8-dimethylimidazo[1,2-b]pyridazin-6-yl)-7-fluoro-1H-benzo[d]imidazol-2-yl)piperidine-1-carboxylate